FCCNS(=O)(=O)C1=CC(=CC=C1)OC[C@H](CN[C@H]1COC2(C1)CCN(CC2)S(=O)(=O)C2=CC1=C(OCCN1C)N=C2)O N-(2-fluoroethyl)-3-((S)-2-hydroxy-3-((R)-8-(1-methyl-2,3-dihydro-1H-pyrido[2,3-b][1,4]oxazin-7-ylsulfonyl)-1-oxa-8-azaspiro[4.5]decan-3-ylamino)propoxy)benzenesulfonamide